N-(4-(1,3,2-dithiarsolan-2-yl)phenyl)-1-methylpyrrolidine-3-carboxamide S1[As](SCC1)C1=CC=C(C=C1)NC(=O)C1CN(CC1)C